C(#N)C=1C=CC2=CN(N=C2C1OC1CN(C1)CC(=O)OCC)CC1=C2C=CN(C2=C(C=C1S(=O)(=O)C)C)C(=O)OC(C)(C)C tert-butyl 4-((6-cyano-7-((1-(2-ethoxy-2-oxoethyl)-azetidin-3-yl)oxy)-2H-indazol-2-yl)methyl)-7-methyl-5-(methylsulfonyl)-1H-indole-1-carboxylate